tert-butyl 7-[2-[3-[4-ethylsulfonyl-2-(6-methyl-7-oxo-1H-pyrrolo[2,3-c]pyridin-4-yl) phenoxy]cyclobutyl]ethyl]-2,7-diazaspiro[4.4]nonane-2-carboxylate C(C)S(=O)(=O)C1=CC(=C(OC2CC(C2)CCN2CC3(CCN(C3)C(=O)OC(C)(C)C)CC2)C=C1)C=1C2=C(C(N(C1)C)=O)NC=C2